(3-bromo-1-methyl-1H-pyrazol-4-yl)-N-methylethan-1-amine BrC1=NN(C=C1C(C)NC)C